O=C1NC(CCC1N1CC2=CC=C(C=C2C1=O)CNC(OC[C@H]1[C@@H](C1)C(C)C)=O)=O ((1R,2S)-2-isopropylcyclopropyl)methyl ((2-(2,6-dioxopiperidin-3-yl)-3-oxoisoindolin-5-yl)methyl)carbamate